ClC=1C=C(C=CC1)[C@@H](C)NC(C1=CN=CC(=C1N1CC2(CCN2)CC1)C1=CC(=CC(=C1)F)F)=O N-[(R)-1-(m-chlorophenyl)ethyl]-4-(1,6-diaza-6-spiro[3.4]octyl)-5-(3,5-difluorophenyl)nicotinamide